C1(CC1)C1=C(C(=NO1)C1CCOCC1)CO (5-cyclopropyl-3-(tetrahydro-2H-pyran-4-yl)isoxazol-4-yl)methanol